7-amino-6-(7-(2,2-difluoroethyl)-1-((trifluoromethyl)sulfonyl)-1,5,6,7,8,9-hexahydroimidazo[4',5':4,5]benzo[1,2-d]azepin-2-yl)-4-(4-methoxybenzyl)thieno[3,2-b]pyridin-5(4H)-one NC=1C2=C(N(C(C1C=1N(C=3C(=CC4=C(CCN(CC4)CC(F)F)C3)N1)S(=O)(=O)C(F)(F)F)=O)CC1=CC=C(C=C1)OC)C=CS2